C(C1=CC=CC=C1)OC1=NC(=CC=C1C1=CC=C2C=CC(=CC2=C1)O)OCC1=CC=CC=C1 7-(2,6-dibenzyloxy-3-pyridyl)naphthalen-2-ol